FC1(CCC=2N(C1)N=C(C2)CO)F (6,6-difluoro-4,5,6,7-tetrahydropyrazolo[1,5-a]pyridin-2-yl)methanol